trioctylammonium benzenesulfonate C1(=CC=CC=C1)S(=O)(=O)[O-].C(CCCCCCC)[NH+](CCCCCCCC)CCCCCCCC